5-(5-(2-(azetidin-3-ylmethoxy)phenyl)isoxazol-3-ylamino)pyrazine-2-carbonitrile N1CC(C1)COC1=C(C=CC=C1)C1=CC(=NO1)NC=1N=CC(=NC1)C#N